O=C1N(C=CC=C1)C1=NC=CC=C1 oxo-2H-[1,2'-bipyridin]